C1=CC2=C(C=C1C(=O)O)C(=O)OC2=O The molecule is a 2-benzofuran compound having oxo groups at the 1- and 3-positions and a carboxy substituent at the 5-position; the cyclic anhydride formed from the carboxy groups at the 1- and 2-positions of trimellitic acid. It has a role as an epitope, an allergen and a hapten. It is a cyclic dicarboxylic anhydride, a dioxo monocarboxylic acid and a member of 2-benzofurans. It derives from a phthalic anhydride and a trimellitic acid.